C1(C(C=CC2=CC3=CC4=CC5=CC=CC=C5C=C4C=C3C=C12)=O)=O pentacenedione